2,2-difluorobicyclo[2.1.1]hexane-1,4-dicarboxylic acid FC1(C2(CC(C1)(C2)C(=O)O)C(=O)O)F